N-(4-((2-ethylhexyl)carbamoyl)phenyl)-4-((8-methyl-2,3-dihydro-1H-pyrido[2,3-b][1,4]oxazin-7-yl)amino)-2-oxo-1,2-dihydropyridine-3-carboxamide C(C)C(CNC(=O)C1=CC=C(C=C1)NC(=O)C=1C(NC=CC1NC1=C(C2=C(OCCN2)N=C1)C)=O)CCCC